C(C)(C)(C)OC(=O)N1[C@H](C[C@H](C1)F)C(=O)O (2R,4R)-1-tert-butoxycarbonyl-4-fluoro-pyrrolidine-2-carboxylic acid